4-(2-Azidoethyl)phenyl (β-D-glucopyranuronate) O[C@H]1[C@H](O)[C@@H](O)[C@H](O)[C@H](O1)C(=O)OC1=CC=C(C=C1)CCN=[N+]=[N-]